2-(1-(3,3-Dimethylcyclopent-1-en-1-yl)ethoxy)-2-methylpropan-1-ol CC1(C=C(CC1)C(C)OC(CO)(C)C)C